N-(2,6-dioxopiperidin-3-yl)-1,2-dimethyl-1H-benzo[d]imidazole-4-carboxamide O=C1NC(CCC1NC(=O)C1=CC=CC=2N(C(=NC21)C)C)=O